C(C)OC=1C=C(C=CC1)C1=C(C=C(C(=O)N2CCN(CC2)C2=CC=CNN2CCC)C=C1)F 6-[4-[4-(3-Ethoxyphenyl)-3-fluorobenzoyl]piperazin-1-yl]-N-propylpyridazine